2,5-dibromobenzoic acid BrC1=C(C(=O)O)C=C(C=C1)Br